{4-[(3,3-difluoropyrrolidin-1-yl)methyl]phenyl}methanamine FC1(CN(CC1)CC1=CC=C(C=C1)CN)F